N-(2-(Benzylamino)-2-oxo-1-(thiophen-2-yl)ethyl)-N-(3-chlorophenyl)-propiolamide C(C1=CC=CC=C1)NC(C(C=1SC=CC1)N(C(C#C)=O)C1=CC(=CC=C1)Cl)=O